1-isobutyryl-6,6-dimethyl-4-(phenylsulfonyl)piperazine-2-carboxylic acid C(C(C)C)(=O)N1C(CN(CC1(C)C)S(=O)(=O)C1=CC=CC=C1)C(=O)O